C(#N)C=1C=C(C=CC1)C1=CC=C(C=C1)CN1C=CC2=C(C=CC(=C12)C(=O)NC1CC2(CCC2)C1)F (Ra)-6-(1-((3'-Cyano-[1,1'-biphenyl]-4-yl)methyl)-4-fluoro-1H-indol-7-carboxamido)spiro-[3.3]heptan